BrC1=NN(C(=C1)C(=O)N1CC2(CN(C2)C(=O)OC(C)(C)C)C1)COCC[Si](C)(C)C tert-butyl 6-(3-bromo-1-((2-(trimethylsilyl)ethoxy)methyl)-1H-pyrazole-5-carbonyl)-2,6-diazaspiro[3.3]heptane-2-carboxylate